(2R,3R,4R,5R)-4-[[3-[4-(difluoromethyl)-3-fluoro-2-methoxy-phenyl]-4,5-dimethyl-5-(trifluoromethyl)tetrahydrofuran-2-carbonyl]amino]pyridine-2-carboxamide FC(C1=C(C(=C(C=C1)[C@@H]1[C@@H](O[C@]([C@@H]1C)(C(F)(F)F)C)C(=O)NC1=CC(=NC=C1)C(=O)N)OC)F)F